S1C2=C(C(=C1)B(O)O)C=CC=C2 benzo[B]thiophen-3-ylboronic acid